NC1=C(C=C(C=N1)C#CC=1C=C(C(=O)NC2=CC(=C(C=C2)CN2CCN(CC2)C)C(F)(F)F)C=CC1C)F 3-((6-amino-5-fluoropyridin-3-yl)ethynyl)-4-methyl-N-(4-((4-methylpiperazin-1-yl)methyl)-3-(trifluoromethyl)phenyl)benzamide